trimethyl-[2-[(5-nitrobenzimidazol-1-yl)methoxy]ethyl]silane C[Si](CCOCN1C=NC2=C1C=CC(=C2)[N+](=O)[O-])(C)C